3-(BENZO[D]THIAZOL-6-YL)-4-CYCLOPROPYL-N-(2-(TRIFLUOROMETHYL)PYRIDIN-4-YL)ISOTHIAZOLE-5-CARBOXAMIDE S1C=NC2=C1C=C(C=C2)C2=NSC(=C2C2CC2)C(=O)NC2=CC(=NC=C2)C(F)(F)F